1,4,7,10-tetrabenzyl-1,4,7,10-tetraazacyclododecane C(C1=CC=CC=C1)N1CCN(CCN(CCN(CC1)CC1=CC=CC=C1)CC1=CC=CC=C1)CC1=CC=CC=C1